1,3'-bipiperidin N1(CCCCC1)C1CNCCC1